3-trimethoxysilylpropanethiolate CO[Si](CCC[S-])(OC)OC